C1(=CC=CC=C1)[Se]C[C@H](N)C(=O)O 3-(Phenylselenyl)-L-alanine